NC1C=2C(=NC=CN2)CC12CCN(CC2)C=2N=CC=NC2 5-(5-amino-5,7-dihydrospiro[cyclopenta[b]pyrazine-6,4'-piperidin]-1'-yl)pyrazin